tertbutyl N-tert-butoxycarbonylcarbamate C(C)(C)(C)OC(=O)NC(OC(C)(C)C)=O